O[C@@]1([C@@H](CC[C@H](C1)C)C(C)C)C(=O)NCC(C(=O)O)C1=CC=CC=C1 3-((1S,2S,5R)-1-hydroxy-2-isopropyl-5-methylcyclohexane-1-carboxamido)-2-phenylpropanoic acid